FC1=C(C(=CC=C1)OC)C1=NC=CC(=N1)C(=O)NC=1C=CC2=C(N=C(S2)C)C1N1C[C@@H](C[C@H]1CO)NC(OC(C)(C)C)=O tert-butyl ((3R,5S)-1-(5-(2-(2-fluoro-6-methoxyphenyl)pyrimidine-4-carboxamido)-2-methylbenzo[d]thiazol-4-yl)-5-(hydroxymethyl)pyrrolidin-3-yl)carbamate